FC1=C(C=CC(=C1)F)C1=CC(=C(C=C1)OC)NC1=NC=NC2=CC(=CC(=C12)OC1CN(CCC1(F)F)C(C=C)=O)OC 1-(3-((4-((2',4'-difluoro-4-methoxy-[1,1'-biphenyl]-3-yl)amino)-7-methoxy-quinazolin-5-yl)oxy)-4,4-difluoro-piperidin-1-yl)prop-2-en-1-one